NC1=CC=C(C=C1)C1=C(C=2C=CC(=CC2CC1)O)C1=CC=C(C=C1)N1CCN(CC1)C(C)C 6-(4-Aminophenyl)-5-(4-(4-isopropylpiperazin-1-yl)phenyl)-7,8-dihydronaphthalen-2-ol